5-[4-[2-[2-[2-[2-chloro-3-(2,6-dioxocyclohexane-carbonyl)phenoxy]ethoxy]-ethoxy]ethyl]piperazin-1-yl]-2-(2,6-dioxo-3-piperidyl)isoindoline-1,3-dione ClC1=C(OCCOCCOCCN2CCN(CC2)C=2C=C3C(N(C(C3=CC2)=O)C2C(NC(CC2)=O)=O)=O)C=CC=C1C(=O)C1C(CCCC1=O)=O